(2S)-N-[4-(3-cyanophenyl)-5-(2,6-dimethyl-4-pyridinyl)thiazol-2-yl]-2-methyl-azetidine-1-carboxamide C(#N)C=1C=C(C=CC1)C=1N=C(SC1C1=CC(=NC(=C1)C)C)NC(=O)N1[C@H](CC1)C